COS(=O)(=O)[O-].COC1=CC=CC2=[N+](C3=CC=CC=C3N=C12)C 1-methoxy-5-methylphenazinium methylsulfate